BrC1=NN(C(=C1)CCNC(C)C)CC(=O)OC methyl 2-(3-bromo-5-{2-[(propan-2-yl)amino]ethyl}-1H-pyrazol-1-yl)acetate